COCC(=O)NC1=CC=C(C=C1)C=1C=NN2C1C=C(C=C2)C(=O)NC 3-[4-[(2-methoxyacetyl)amino]phenyl]-N-methyl-pyrazolo[1,5-a]pyridine-5-carboxamide